N=1C=NN2C1C=CC(=C2)C2=CC(=NN2C2=NC(=CC=C2)C)CC(=O)NC2=CC=C(C=C2)OC(F)(F)F 5-([1,2,4]triazolo[1,5-a]pyridin-6-yl)-1-(6-methylpyridin-2-yl)-N-(4-(trifluoromethoxy)phenyl)-1H-pyrazole-3-carboxyamide